N-(4-(1-(3,4-dimethoxybenzyl)-1H-imidazol-2-yl)phenyl)quinoline-8-sulfonamide COC=1C=C(CN2C(=NC=C2)C2=CC=C(C=C2)NS(=O)(=O)C=2C=CC=C3C=CC=NC23)C=CC1OC